CN(CCNC1=C(C(=CC=C1)C)[N+](=O)[O-])C N,N-Dimethyl-N'-(3-methyl-2-nitrophenyl)ethane-1,2-diamine